ClCC(C)=O Chloroaceton